2-ethoxy-4-((pentan-3-yloxy)methyl)phenol C(C)OC1=C(C=CC(=C1)COC(CC)CC)O